tert-butyl 6-hydroxy-6-methyl-8-(2-phenylpropan-2-yl)-3,8-diazabicyclo[3.2.1]octane-3-carboxylate OC1(C2CN(CC(C1)N2C(C)(C)C2=CC=CC=C2)C(=O)OC(C)(C)C)C